(M)-6-Chloro-4-[(2S,5R)-2,5-dimethyl-4-prop-2-enoyl-piperazin-1-yl]-7-(2,5-dimethylthiazol-4-yl)-1-(2-isopropyl-4-methyl-3-pyridyl)pyrido[2,3-d]pyrimidin-2-one ClC1=CC2=C(N(C(N=C2N2[C@H](CN([C@@H](C2)C)C(C=C)=O)C)=O)C=2C(=NC=CC2C)C(C)C)N=C1C=1N=C(SC1C)C